C(C1=CC=CC=C1)OC(=O)N[C@H](C(=O)N[C@H](C(S(=O)(=O)[O-])O)C[C@H]1C(NCC1)=O)CC1CCCCC1.[Na+] Sodium (2S)-2-((S)-2-(((benzyloxy)carbonyl)amino)-3-cyclohexylpropanamido)-1-hydroxy-3-((S)-2-oxopyrrolidin-3-yl)propane-1-sulfonate